Methyl 2-((2-(3-((3-amino-6-methoxypyridin-2-yl)(tert-butoxycarbonyl)amino)-propyl)-4-fluorophenyl)amino)-5-fluoro-4-(trifluoromethyl)benzoate NC=1C(=NC(=CC1)OC)N(CCCC1=C(C=CC(=C1)F)NC1=C(C(=O)OC)C=C(C(=C1)C(F)(F)F)F)C(=O)OC(C)(C)C